CC=1C=C(C=CC1NC1=NC=C(C(=N1)OC1COCC1)C(F)(F)F)S(=O)(=O)C1CC2(C1)CCN(CC2)C(=O)OC(C)(C)C tert-butyl 2-[3-methyl-4-[[4-tetrahydrofuran-3-yloxy-5-(trifluoromethyl)pyrimidin-2-yl]amino]phenyl]sulfonyl-7-azaspiro[3.5]nonane-7-carboxylate